trimethyl-cetylammonium pentachlorophenol salt ClC1=C(C(=C(C(=C1O)Cl)Cl)Cl)Cl.C[N+](CCCCCCCCCCCCCCCC)(C)C